(1R,2S)-2-(3-{[5-(Ethanesulfonyl)-3-ethoxypyridin-2-yl]amino}-1H-indazol-6-yl)-5'-methoxyspiro[cyclopropane-1,3'-indol]-2'(1'H)-one C(C)S(=O)(=O)C=1C=C(C(=NC1)NC1=NNC2=CC(=CC=C12)[C@@H]1C[C@@]12C(NC1=CC=C(C=C21)OC)=O)OCC